(1s,3s)-N,N,1-trimethyl-3-((5-(3-methyl-[1,2,4]triazolo[4,3-a]pyridin-6-yl)-7H-pyrrolo[2,3-d]pyrimidin-2-yl)amino)cyclobutane-1-carboxamide CN(C(=O)C1(CC(C1)NC=1N=CC2=C(N1)NC=C2C=2C=CC=1N(C2)C(=NN1)C)C)C